C(C=C)(=O)OC.[Li] lithium methyl acrylate